3-(4-((3-(4-aminoimidazo[2,1-f][1,2,4]triazin-7-yl)-4-methylphenyl)sulfonyl)piperazin-1-yl)pyrazine-2-carbonitrile NC1=NC=NN2C1=NC=C2C=2C=C(C=CC2C)S(=O)(=O)N2CCN(CC2)C=2C(=NC=CN2)C#N